N-(1-(methyl-d3)-3-(((3R,4R)-4-((tert-butyldiphenylsilyl)oxy)tetrahydrofuran-3-yl)oxy)-1H-pyrazol-4-yl)formamide C(N1N=C(C(=C1)NC=O)O[C@@H]1COC[C@H]1O[Si](C1=CC=CC=C1)(C1=CC=CC=C1)C(C)(C)C)([2H])([2H])[2H]